F[C@@H](C1(COC1)C=1C=C(C=CC1)N1C(C2=CC(=CC(=C2C1)C(F)(F)F)CN1[C@H](CN(CC1)C)C(C)C)=O)C1=NN=CN1C1=CC=CC=C1 2-(3-(3-((S)-fluoro(4-phenyl-4H-1,2,4-triazol-3-yl)methyl)oxetan-3-yl)phenyl)-6-(((S)-2-isopropyl-4-methylpiperazin-1-yl)methyl)-4-(trifluoromethyl)isoindolin-1-one